bis(2-fluorophenyl)thiourea FC1=C(C=CC=C1)NC(NC1=C(C=CC=C1)F)=S